P(S)([O-])([O-])=O S-hydrogen phosphorothioate